N-(2-cyano-ethyl)-6-[3-(5-methoxymethyl-isoxazol-3-yl)-[1,2,4]triazolo[3,4-a]phthalazin-6-yloxymethyl]-nicotinamide C(#N)CCNC(C1=CN=C(C=C1)COC1=NN2C(C3=CC=CC=C13)=NN=C2C2=NOC(=C2)COC)=O